2-acetyl-5,5-dimethyl-4-oxohexanoate C(C)(=O)C(C(=O)[O-])CC(C(C)(C)C)=O